ClC1=CC(=C(C=C1)C1=NC(=NC2=C1N=C(N(C2=O)C)C)N2CC(OC(C2)C=2C=NN(C2)C)(C)C)F 8-(4-chloro-2-fluorophenyl)-6-(2,2-dimethyl-6-(1-methyl-1H-pyrazol-4-yl)morpholino)-2,3-dimethylpyrimido[5,4-d]pyrimidin-4(3H)-one